C[C@@H]1C2=C(C(NC1)=S)ON=C2[C@@](C(F)(F)F)(C)O (R)-4-Methyl-3-((R)-1,1,1-trifluoro-2-hydroxypropan-2-yl)-5,6-dihydroisoxazolo[5,4-c]pyridin-7(4H)-thione